BrC1=C2C=C(N(C2=C(C=C1C)F)S(=O)(=O)C1=CC=C(C)C=C1)S(=O)(=O)N1CCCC1 4-bromo-7-fluoro-5-methyl-2-(pyrrolidin-1-ylsulfonyl)-1-tosyl-1H-indole